(R)-2-(5-(1,4-dimethylpiperidin-4-yl)-3-fluoro-2-methoxyphenyl)-2-((R)-3-((5-(5,6,7,8-tetrahydro-1,8-naphthyridin-2-yl)pentyl)oxy)pyrrolidin-1-yl)acetic acid CN1CCC(CC1)(C)C=1C=C(C(=C(C1)[C@H](C(=O)O)N1C[C@@H](CC1)OCCCCCC1=NC=2NCCCC2C=C1)OC)F